CN(C)C1CCCN(C1)C2=NN=C(C=C2)C3=C(C=C(C=C3)N4C=CC=N4)O 2-[6-(3-dimethyl-amino-piperidin-1-yl)-pyridazin-3-yl]-5-pyrazol-1-yl-phenol